ClC1=NC=CC(=N1)CCC(C)(F)F 2-chloro-4-(3,3-difluorobutyl)pyrimidine